C(C=CC1=CC=CC=C1)OC(C(=CC1=CC(=C(C=C1)O)O)C#N)=O cinnamyl-3,4-dihydroxy-α-cyanocinnamate